FC(C(=O)O)(F)F.FC(C(=O)O)(F)F.NC1=CC=C(C(=N1)C)CNC([C@H](C)NC(=O)[C@@H]1NC[C@H](C1)CC1=CC=2C(=NSN2)C=C1)=O (2R,4S)-N-((S)-1-(((6-amino-2-methylpyridin-3-yl)methyl)amino)-1-oxopropan-2-yl)-4-(benzo[c][1,2,5]thiadiazol-5-ylmethyl)pyrrolidine-2-carboxamide di-trifluoroacetate